(2,3-epoxypropoxypropyl)methyldimethoxysilane C(CC)OC1C(C[Si](OC)(OC)C)O1